C(C1=CC=CC=C1)N1C[C@H]2N(CCN(CC2)C(=O)OC(C)(C)C)[C@@H](C1)C tert-butyl (4R,10aS)-2-benzyl-4-methyl-1,3,4,6,7,9,10,10a-octahydropyrazino[1,2-d][1,4]diazepine-8-carboxylate